4-{[(4-aminoadamantan-1-yl)methyl]amino}-2-({[2-(trifluoromethoxy)phenyl]methyl}-amino)pyrimidine-5-carbonitrile NC1C2CC3(CC(CC1C3)C2)CNC2=NC(=NC=C2C#N)NCC2=C(C=CC=C2)OC(F)(F)F